CC=1C=C(CCOC2=NC=3N(C(=C2)N2CCOCC2)N=C(C3)C3=CC=NC=C3)C=CC1 4-(5-(3-methylphenethoxy)-2-(pyridin-4-yl)pyrazolo[1,5-a]pyrimidin-7-yl)morpholine